ortho-fluorobenzoic acid FC1=C(C(=O)O)C=CC=C1